(1s,4s)-4-(8-(4-chloro-2,6-difluorophenylamino)-2-(3,3-difluorocyclobutylamino)-9H-purin-9-yl)cyclohexanecarboxamide ClC1=CC(=C(C(=C1)F)NC=1N(C2=NC(=NC=C2N1)NC1CC(C1)(F)F)C1CCC(CC1)C(=O)N)F